C(=C)S(=O)(=O)O[Si](C1=CC=CC=C1)(C)C [dimethyl(phenyl)silyl] ethenesulfonate